3-amino-1-((7-isobutylbenzo[d]thiazol-2-yl)methyl)pyridin-2(1H)-one NC=1C(N(C=CC1)CC=1SC2=C(N1)C=CC=C2CC(C)C)=O